3-methyl-5-(2-methylpropenyl)pyridine bromide [Br-].CC=1C=NC=C(C1)C=C(C)C